FC(C1=C(C=CC(=C1)C(F)(F)F)C1=C(C=C(N=N1)N[C@H]1[C@@H](CCCC1)O)C)(F)F |r| rac-(1R,2R)-2-({6-[2,4-bis(trifluoromethyl)phenyl]-5-methylpyridazin-3-yl}amino)cyclohexan-1-ol